(E)-3-(1-(2-(benzyloxy)ethyl)-1H-pyrazol-4-yl)acrylic acid tert-butyl ester C(C)(C)(C)OC(\C=C\C=1C=NN(C1)CCOCC1=CC=CC=C1)=O